O=C1NC(CCC1NC(C1=NC=C(C=C1)N1CCC2(CC1)CCN(CC2)CC2CCN(CC2)C2=C(C=C(C(=C2)OC)[N+](=O)[O-])C=2C=NN(C2)C)=O)=O N-(2,6-dioxopiperidin-3-yl)-5-(9-((1-(5-methoxy-2-(1-methyl-1H-pyrazol-4-yl)-4-nitrophenyl)piperidin-4-yl)methyl)-3,9-diazaspiro[5.5]undecan-3-yl)picolinamide